10-(3-(2-naphthyl)phenyl)anthracene C1=C(C=CC2=CC=CC=C12)C=1C=C(C=CC1)C1=C2C=CC=CC2=CC2=CC=CC=C12